rac-tert-butyl {[2,5-dioxo-4-(pyridazin-3-yl)imidazolidin-4-yl]methyl}carbamate O=C1NC([C@](N1)(C=1N=NC=CC1)CNC(OC(C)(C)C)=O)=O |r|